C1(=CC=CC=C1)P(C1=CC=CC=2C(C3=CC=CC(=C3OC12)P(C1=CC=CC=C1)C1=CC=CC=C1)(C)C)C1=CC=CC=C1 4,5-bis(diphenylphosphino)-9,9-dimethyl-xanthene